5-chloro-2-fluoro-N-(thiazol-4-yl)benzenesulfonamide formate C(=O)O.ClC=1C=CC(=C(C1)S(=O)(=O)NC=1N=CSC1)F